CC1=NSC(=C1CO)C1=CC=CC=C1 (3-Methyl-5-phenylisothiazol-4-yl)methanol